C(C)N1N=C(C=C1C1=NN(C(=N1)C1=NC(=CC2=C1C=NN2C)C(=O)OC)C)C methyl 4-[3-(1-ethyl-3-methyl-1H-pyrazol-5-yl)-1-methyl-1H-1,2,4-triazol-5-yl]-1-methyl-1H-pyrazolo[4,3-c]pyridine-6-carboxylate